2-(4-aminopiperidin-1-yl)-9-isopropyl-8-methyl-N-{[2-(pyrazol-1-yl)phenyl]methyl}purin-6-amine NC1CCN(CC1)C1=NC(=C2N=C(N(C2=N1)C(C)C)C)NCC1=C(C=CC=C1)N1N=CC=C1